SCCO 2-sulfanylethanol